C(C=C)C1=C(C=CC=C1)C 1-allyl-2-methylbenzene